1-{4-[4-({(1R)-1-[3-(difluoromethyl)-2-fluorophenyl]ethyl}amino)-2-methylpyrido[3,4-d]pyrimidin-6-yl]piperazin-1-yl}-3-(methylamino)propan-1-one FC(C=1C(=C(C=CC1)[C@@H](C)NC=1C2=C(N=C(N1)C)C=NC(=C2)N2CCN(CC2)C(CCNC)=O)F)F